C(CCCCCCCCCCCCCCCCCCCCC)(=O)OCCCCCCCCCCCCCCCCCCCCCCCCCCCC Montanyl Behenate